CC=1NC2=C(C=CC(=C2C1C)N1C[C@@H](CCC1)NS(=O)(=O)C=CC)C(=O)N |r| (RS)-2,3-dimethyl-4-(3-(N-methylvinylsulphonylamino)piperidin-1-yl)-1H-indole-7-carboxamide